methyl 7-acetyl-2-methylpyrazolo[1,5-a]pyridine-5-carboxylate C(C)(=O)C1=CC(=CC=2N1N=C(C2)C)C(=O)OC